N-((5-(2,4-difluorophenyl)-1-((4-(trifluoromethoxy)phenyl)sulfonyl)-1H-pyrrol-3-yl)methyl)methane-d3-amine FC1=C(C=CC(=C1)F)C1=CC(=CN1S(=O)(=O)C1=CC=C(C=C1)OC(F)(F)F)CNC([2H])([2H])[2H]